6-(tert-butyloxycarbonyl)-7-(3-phenylpropyl)-5,6,7,8-tetrahydro-1,6-naphthyridine C(C)(C)(C)OC(=O)N1CC=2C=CC=NC2CC1CCCC1=CC=CC=C1